ClC1=CC=C(C(=O)NC=2C(N(N(C2C2=C(C=C(C=C2F)OC)F)C)C2=NC(=CC=C2C(F)(F)F)N2CC(C2)OC(C)C)=O)C=C1 4-chloro-N-[5-(2,6-difluoro-4-methoxyphenyl)-1-methyl-3-oxo-2-{6-[3-(propan-2-yloxy)azetidin-1-yl]-3-(trifluoromethyl)pyridin-2-yl}-2,3-dihydro-1H-pyrazol-4-yl]benzamide